O.NN.[V] vanadium compound with hydrazine monohydrate